5-ethylsulfonyl-1-methyl-2-[1-(2,2,2-trifluoroethyl)pyrazol-4-yl]imidazole-4-carboxylic acid C(C)S(=O)(=O)C1=C(N=C(N1C)C=1C=NN(C1)CC(F)(F)F)C(=O)O